(6S)-1-(benzyloxy)-10-fluoro-2,14-dioxo-N-(2,4,6-trifluorobenzyl)-2,7,12,14-tetrahydro-6,13-methanobenzo[g]pyrido[1,2-b][1,2,5]triazonine-3-carboxamide C(C1=CC=CC=C1)OC=1C(C(=CN2N3CC4=C(CN(C(C21)=O)C3)C=C(C=C4)F)C(=O)NCC4=C(C=C(C=C4F)F)F)=O